N(=C=O)CC1=CCN(C=C1)CCO 4-(isocyanatomethyl)-N-(2-hydroxyethyl)-pyridine